CC1=NC(=NC=C1)[C@@H]1[C@H](C1)C(=O)NC1=NC=NC(=C1)[Sn](C)(C)C |r| rac-(1S*,2S*)-2-(4-methylpyrimidin-2-yl)-N-(6-(trimethylstannyl)pyrimidin-4-yl)cyclopropane-1-carboxamide